tert-Butyl (1S,2R,5R)-2-allyl-3,8-diazabicyclo[3.2.1]octane-8-carboxylate C(C=C)[C@@H]1[C@@H]2CC[C@H](CN1)N2C(=O)OC(C)(C)C